C1=C(C=CC2=CC=CC=C12)C1=C(C(=C(C(=C1[2H])[2H])OB(O)O)[2H])[2H] (4-(naphthalen-2-yl)phenyl-2,3,5,6-d4)-boric acid